FC1=C(C=C(C=C1)C)C1=C(NC=2C1=NC=CC2)C2=C(C=NC=C2)OCCN(C(C=C)=O)C N-[2-({4-[3-(2-fluoro-5-methylphenyl)-1H-pyrrolo[3,2-b]pyridin-2-yl]pyridin-3-yl}oxy)ethyl]-N-methylprop-2-enamide